C(CCCCCCCC)C(CCCN(CCN(CCOC(OC(CCCC)CCCCCC)=O)C(C)C)CC)CCCCCCCCC 2-nonyl-undecyl-3-ethyl-12-hexyl-6-isopropyl-10-oxo-9,11-dioxa-3,6-diazahexadecane